rel-6-amino-9-[(3R,4R)-3-fluoro-[1,4'-bipiperidin]-4-yl]-7-(4-phenoxyphenyl)purin-8-one NC1=C2N(C(N(C2=NC=N1)[C@H]1[C@@H](CN(CC1)C1CCNCC1)F)=O)C1=CC=C(C=C1)OC1=CC=CC=C1 |o1:10,11|